COC(C1=CC(=C(C(=C1)F)[N+](=O)[O-])Cl)=O.ClC=1C=C(C(=O)OC)C=C(C1[N+](=O)[O-])NCC1=CN=CN1CC Methyl 3-chloro-5-(((1-ethyl-1H-imidazol-5-yl)methyl)amino)-4-nitrobenzoate Methyl-3-chloro-5-fluoro-4-nitrobenzoate